Methyloctylimidazolium C[N+]1=C(NC=C1)CCCCCCCC